CC=1C=C(C=CC1OC1=CC2=C(N(N=N2)C)C=C1)NC=1C2=C(N=CN1)C=CC(=N2)N2C1C(CC2)CN(C1)C(C=C)=O 1-(1-(4-((3-methyl-4-((1-methyl-1H-benzo[d][1,2,3]triazol-5-yl)oxy)phenyl)amino)pyrido[3,2-d]pyrimidin-6-yl)hexahydropyrrolo[3,4-b]pyrrol-5(1H)-yl)prop-2-en-1-one